BrC1=C2CCNC2=C(C=C1)NC(C)=O 4-bromo-7-acetamidoindoline